(R)-N-(3,3-difluoro-1-(3-methyl-oxetan-3-yl)piperidin-4-yl)-5-(1-(2,2-difluoroethyl)-4-fluoro-1H-benzo[d][1,2,3]triazol-6-yl)-4-methoxypyrrolo[2,1-f][1,2,4]triazin-2-amine FC1(CN(CC[C@H]1NC1=NN2C(C(=N1)OC)=C(C=C2)C=2C=C(C1=C(N(N=N1)CC(F)F)C2)F)C2(COC2)C)F